BrC1=C(C=C(C=C1)N1CC(N(CC1)C)=O)COC 4-(4-bromo-3-(methoxymethyl)phenyl)-1-methylpiperazin-2-one